FC1=CC(=C(C=C1)O)Cl 4-FLUORO-2-CHLOROPHENOL